2-chloro-N-[(3R,4S)-4-fluoro-1-(3-fluoropyridine-4-carbonyl)pyrrolidin-3-yl]benzamide ClC1=C(C(=O)N[C@@H]2CN(C[C@@H]2F)C(=O)C2=C(C=NC=C2)F)C=CC=C1